4-methoxy-3-[1H-pyrrolo[3,2-c]pyridin-6-yl]aniline COC1=C(C=C(N)C=C1)C1=CC2=C(C=N1)C=CN2